C(C)(=O)OC=1C=C2C(=NC=NC2=CC1)NC1=CC(=C(C=C1)OC1=CC=2N(C=C1)N=CN2)C 4-((4-([1,2,4]Triazolo[1,5-a]pyridin-7-yloxy)-3-methylphenyl)amino)quinazolin-6-yl acetate